O[C@H]1[C@@H](CCCC1)N1C[C@H](N(CC2=C1N=NC(=C2C)C2=C(C=C(C=C2)C(F)(F)F)O)CC2=CC=C(C=C2)OC)C 2-{(7R)-9-[(1R,2R)-2-hydroxycyclohexyl]-6-[(4-methoxyphenyl)methyl]-4,7-dimethyl-6,7,8,9-tetrahydro-5H-pyridazino[3,4-e][1,4]diazepin-3-yl}-5-(trifluoromethyl)phenol